ClC1=CC=C(C=N1)CN1\C(\C=CC=C1)=N/C(C(F)(F)F)=O (Z)-N-[1-[(6-chloro-3-pyridyl)methyl]-2-pyridylidene]-2,2,2-trifluoroacetamide